4-Cyclopropyl-2-(oxetan-3-yloxy)aniline C1(CC1)C1=CC(=C(N)C=C1)OC1COC1